2-(7-bromo-6-fluoro-2,3-dihydrobenzofuran-5-yl)-N4-(2-methoxyethyl)-6-methyl-pyrimidine-2,4-diamine BrC1=C(C(=CC=2CCOC21)C2(NC(=CC(=N2)NCCOC)C)N)F